OC(CCCC1=CCC(CC1)C=O)(C)C 4-(4-hydroxy-4-methylpentyl)-cyclohex-3-en-carbaldehyde